3-bromoadamantane BrC12CC3CC(CC(C1)C3)C2